CC1=CC=CC(=N1)C=1N=C(C2=C(N1)N=CS2)O 5-(6-methylpyridin-2-yl)thiazolo[4,5-d]pyrimidin-7-ol